FC1=C(C=C(C=C1)C)S(=O)(=O)N1CC2=C(C1)CN(C2)C([C@@H](C2=CC=CC=C2)O)=O (2R)-1-[5-(2-fluoro-5-methylbenzenesulfonyl)-1H,2H,3H,4H,5H,6H-pyrrolo[3,4-c]pyrrol-2-yl]-2-hydroxy-2-phenylethan-1-one